tert-butyl 6-((1,3-dimethyl-1H-pyrazol-5-yl)methyl)-5-oxo-1,4,5,6-tetrahydropyrido[3,4-c][1,8]naphthyridine-3(2H)-carboxylate CN1N=C(C=C1CN1C(C2=C(C=3C=CC=NC13)CCN(C2)C(=O)OC(C)(C)C)=O)C